F\C(\C(=O)OCC)=C/C=1C=NC=C(C1)Br Ethyl (Z)-2-fluoro-3-(5-bromopyridin-3-yl)acrylate